B(C1=CC=C(C=C1)S(=O)(=O)NC2=CC(=C(C=C2)F)OC)(O)O 4-(N-(4-FLUORO-3-METHOXYPHENYL)SULFAMOYL)PHENYLBORONIC ACID